BrC=1C=C(C(=NC1)CN[C@H](C)C1=NC=CC=N1)F (R)-N-((5-bromo-3-fluoropyridin-2-yl)methyl)-1-(pyrimidin-2-yl)ethan-1-amine